10-(4-chlorophenyl)-8-cyclopropyl-7,8-dihydropyrido[2',3':4,5]pyrrolo[1,2-a]pyrazin-9(6H)-one ClC1=CC=C(C=C1)C=1C2=C(N3C1C(N(CC3)C3CC3)=O)C=CC=N2